secondary butanol aluminum [Al].C(C)(CC)O